2-(benzhydrylamino)-3-(3-bromo-4-methyl-2-thienyl)-2-methyl-propan-1-ol C(C1=CC=CC=C1)(C1=CC=CC=C1)NC(CO)(CC=1SC=C(C1Br)C)C